ClC1=C(C=CC=C1NC1=CC(=CC=C1)C)[C@@]1(CC(N(C(N1)=N)C1CCOCC1)=O)C (6S)-6-[2-Chloro-3-(3-methyl-anilino)phenyl]-2-imino-6-methyl-3-(tetrahydropyran-4-yl)hexahydropyrimidin-4-one